BrC1=C(C2=C(N(C=N2)C)C=C1)C1CC1 5-bromo-4-cyclopropyl-1-methyl-1H-1,3-benzodiazol